FC(CC[N+](CC(=O)[O-])(C)C)C(C(C(C(C(F)(F)F)(F)F)(F)F)(F)F)(F)F 2-[(3,4,4,5,5,6,6,7,7,8,8,8-Dodecafluorooctyl)dimethylammonio]acetate